BrC1=C(C=C2CCN3C(C2=C1)=C(C=C3C(=O)OCC)C(C(F)(F)F)=O)OC ethyl 9-bromo-8-methoxy-1-(2,2,2-trifluoroacetyl)-5,6-dihydropyrrolo[2,1-a]isoquinoline-3-carboxylate